C(C)(C)(C)OC(=O)N(CCC=1OC(=CN1)CCNC1=NC2=C(C3=CN=CC=C13)C=CC(=C2)C(=O)OC)CC2=CC(=C(C=C2)C2=CC=CC=C2)Cl Methyl 5-((2-(2-(2-((tert-butoxycarbonyl)((2-chloro-[1,1'-biphenyl]-4-yl)methyl)amino)ethyl)oxazol-5-yl)ethyl)amino)benzo[c][2,6]naphthyridine-8-carboxylate